NCCOCCOCCC(=O)NN[C@@H](C(C)C)C(=O)O 3-(2-(2-aminoethoxy)ethoxy)propanamido-valine